CN(CCCNC1=C(C=CC=C1)S(=O)(=O)NC1=C(C2=C([C@@H]3[C@H](CO2)C3)C=C1)C(=O)O)C (1aR,7bS)-5-[2-(3-dimethylaminopropylamino)benzene-sulfonylamino]-1,1a,2,7b-tetrahydrocyclopropa[c]benzopyran-4-carboxylic acid